C(C)(C)(C)OC(NC1(CC(C1)O)C)=O ((1r,3r)-3-hydroxy-1-methylcyclobutyl)carbamic acid tert-butyl ester